COC1=C2C(CC(OC2=CC(=C1)OC)(C1=CC=CC=C1)C1=CC=C(C=C1)C(F)(F)F)=O 5,7-dimethoxy-2-(p-trifluoromethylphenyl)-flavanone